C(C)OC(=C)C1=CC=C(C=O)C=C1 4-(1-ethoxyvinyl)benzaldehyde